N-(4-(bicyclo[3.1.1]heptan-3-yl(methyl)amino)-3-fluoro-5-methylphenyl)-2-(pyrrolidin-1-yl)-5-(2,2,2-trifluoroethyl)oxazole-4-carboxamide C12CC(CC(C1)C2)N(C2=C(C=C(C=C2C)NC(=O)C=2N=C(OC2CC(F)(F)F)N2CCCC2)F)C